o-methylformanilide CC1=C(NC=O)C=CC=C1